tert-butyl 1-methyl-6,8-dioxo-1,3,4,6,7,8-hexahydro-2H-pyrazino[1,2-c]pyrimidine-2-carboxylate CC1N(CCN2C(NC(C=C21)=O)=O)C(=O)OC(C)(C)C